BrC=1C=C(C#N)C=C(C1)C=C(Cl)Cl 3-bromo-5-(2,2-dichlorovinyl)benzonitrile